Ethyl 3-[3-[1-[1-allyl-5-[5-[4,6-difluoro-1-(2-trimethylsilylethoxymethyl)indol-5-yl]oxy-2-(methoxymethoxy)phenyl]-1,2,4-triazol-3-yl] ethyl]-2-fluoro-phenyl]propanoate C(C=C)N1N=C(N=C1C1=C(C=CC(=C1)OC=1C(=C2C=CN(C2=CC1F)COCC[Si](C)(C)C)F)OCOC)C(C)C=1C(=C(C=CC1)CCC(=O)OCC)F